antimony-bismuth tin [Sn].[Bi].[Sb]